5'-O-(4,4'-dimethoxytrityl)-3'-O-((1-(5-(azidomethyl)-2-nitrophenyl)ethoxy)methyl)thymidineL-lactoyllactic acid COC1=CC=C(C(C2=CC=C(C=C2)OC)(C2=CC=CC=C2)OC[C@@H]2[C@H](C[C@@](O2)(N2C(=O)NC(=O)C(C)=C2)C[C@@H](C(=O)C(C(=O)O)(O)C)O)OCOC(C)C2=C(C=CC(=C2)CN=[N+]=[N-])[N+](=O)[O-])C=C1